C(=O)O.C(#N)C=1C=C(C=NC1O[C@@H]1[C@H](C[C@H](CC1)C1=CC(=CC=C1)C(F)(F)F)N(C)C)S(=O)(=O)NC1=NC=NC=C1 |r| 5-cyano-N-pyrimidin-4-yl-6-[rac-(1S,2S,4S)-2-(dimethylamino)-4-[3-(trifluoromethyl)phenyl]-cyclohexoxy]pyridine-3-sulfonamide formate salt